2-(4-((((9H-fluoren-9-yl)methoxy)carbonyl)amino)piperidin-1-yl)acetic acid C1=CC=CC=2C3=CC=CC=C3C(C12)COC(=O)NC1CCN(CC1)CC(=O)O